C(C)(C)(C)N(C(=O)OC1CN(C1)C=1C2=C(N=C(N1)S(=O)(=O)C)C(CC2)(F)F)C2=C(C(=CC(=C2)C)B2OC(C(O2)(C)C)(C)C)C 1-(7,7-Difluoro-2-(methylsulfonyl)-6,7-dihydro-5H-cyclopenta[d]pyrimidin-4-yl)azetidin-3-ol tert-butyl(2,5-dimethyl-3-(4,4,5,5-tetramethyl-1,3,2-dioxaborolan-2-yl)phenyl)carbamate